O=C1NC(CCC1N1C(C2=CC(=CC(=C2C1=O)F)F)=O)=O 2-(2,6-dioxopiperidin-3-yl)-4,6-difluoro-1,3-dioxoisoindol